methyl (R)-7-bromo-2-(difluoromethyl)-1-[1-hydroxyprop-2-yl]-1H-benzo[d]imidazol-5-carboxylate BrC1=CC(=CC2=C1N(C(=N2)C(F)F)[C@@H](CO)C)C(=O)OC